tert-butyl 6-chloro-3-[1-(6-fluoro-2-isoindolin-2-yl-4-oxo-chromen-8-yl)ethylamino]pyridine-2-carboxylate ClC1=CC=C(C(=N1)C(=O)OC(C)(C)C)NC(C)C=1C=C(C=C2C(C=C(OC12)N1CC2=CC=CC=C2C1)=O)F